(R)-ethyl 2-((5-bromo-6-(4-fluorophenyl)thieno[2,3-d]pyrimidin-4-yl)oxy)-3-(5-(2-(tert-butoxy)-2-oxoethyl)-2-((2-(2-methoxyphenyl)pyrimidin-4-yl)methoxy)phenyl)propanoate BrC1=C(SC=2N=CN=C(C21)O[C@@H](C(=O)OCC)CC2=C(C=CC(=C2)CC(=O)OC(C)(C)C)OCC2=NC(=NC=C2)C2=C(C=CC=C2)OC)C2=CC=C(C=C2)F